1-[8-[3-[[(3R,4R)-3-methyl-4-piperidinyl]oxy]prop-1-ynyl]imidazo[1,2-a]pyridin-3-yl]hexahydropyrimidine-2,4-dione C[C@@H]1CNCC[C@H]1OCC#CC=1C=2N(C=CC1)C(=CN2)N2C(NC(CC2)=O)=O